Racemic-(6-Chloro-7-methyl-1H-imidazo[4,5-b]pyridin-2-yl)(5-methyl-3-(trifluoromethyl)-5,6-dihydroimidazo[1,5-a]pyrazin-7(8H)-yl)methanone ClC=1C(=C2C(=NC1)N=C(N2)C(=O)N2CC=1N([C@@H](C2)C)C(=NC1)C(F)(F)F)C |r|